4-[4-[3-(2-pyridyl)-1H-pyrazol-4-yl]2-pyridyl]-N-(tetrahydro-2H-pyran-4-yl)benzamide tert-Butyl-2-chloro-6-(3-isobutoxypyrazol-1-yl)pyridine-3-carboxylate C(C)(C)(C)OC(=O)C=1C(=NC(=CC1)N1N=C(C=C1)OCC(C)C)Cl.N1=C(C=CC=C1)C1=NNC=C1C1=CC(=NC=C1)C1=CC=C(C(=O)NC2CCOCC2)C=C1